FC=1C(=NN(C1)CC1=CC(=CC=C1)F)C(=O)N[C@@H]1C(N(C2=C(OC1)C=CC=N2)C)=O (S)-4-fluoro-1-(3-fluorophenylmethyl)-N-(5-methyl-4-oxo-2,3,4,5-tetrahydropyrido[3,2-b][1,4]oxazepin-3-yl)-1H-pyrazole-3-carboxamide